3-methyl-5-bromo-2-pyridone CC=1C(NC=C(C1)Br)=O